N-(4-((4-amino-2-butyl-7-isopropoxy-1H-imidazo[4,5-d]pyridazin-1-yl)methyl)benzyl)undecanamide NC1=C2C(=C(N=N1)OC(C)C)N(C(=N2)CCCC)CC2=CC=C(CNC(CCCCCCCCCC)=O)C=C2